isoHexanol C(CCC(C)C)O